N4-hydroxy-1,1-dimethyl-N2-(4-(trifluoromethyl)phenyl)isoindoline-2,4-dicarboxamide ONC(=O)C=1C=2CN(C(C2C=CC1)(C)C)C(=O)NC1=CC=C(C=C1)C(F)(F)F